C(CCCCC)OC1=C(C=CC=C1)C1=CC(=CC=C1OCCCCCC)C(=O)O 2',6-bis(hexyloxy)-[1,1'-biphenyl]-3-carboxylic acid